CC1(C2C3C4C(CC(C3C(C1)C2)C4)CO)CO (2-methyldecahydro-1,4:5,8-dimethanonaphthalene-2,7-diyl)dimethanol